NC=1C(N(C2=CC(=CC=C2N1)Cl)C=1C(=NC=CC1)C)=O 3-Amino-7-chloro-1-(2-methylpyridin-3-yl)quinoxaline-2(1H)-on